tert-butyl N-[(1-{3-[(cyclopropylsulfamoyl) amino] benzenesulfonyl}-5-(2,4-difluorophenyl)-1H-pyrrol-3-yl) methyl]-N-methylcarbamate C1(CC1)NS(=O)(=O)NC=1C=C(C=CC1)S(=O)(=O)N1C=C(C=C1C1=C(C=C(C=C1)F)F)CN(C(OC(C)(C)C)=O)C